The molecule is a monomethoxyflavone that is the 4'-methyl ether derivative of apigenin. It has a role as an anticonvulsant and a plant metabolite. It is a dihydroxyflavone and a monomethoxyflavone. It derives from an apigenin. It is a conjugate acid of a 5-hydroxy-2-(4-methoxyphenyl)-4-oxo-4H-chromen-7-olate. COC1=CC=C(C=C1)C2=CC(=O)C3=C(C=C(C=C3O2)O)O